ClC=1C=C(C=CC1F)N1CN=C(C2=CC=C(C=C12)OCCCN1CCOCC1)N 1-(3-chloro-4-fluorophenyl)-7-(3-morpholinopropoxy)quinazolin-4-amine